5-phenyl-2-((pyridin-2-ylamino)methylene)cyclohexane-1,3-dione C1(=CC=CC=C1)C1CC(C(C(C1)=O)=CNC1=NC=CC=C1)=O